N=1ON=C2C1C=CC(=C2)C2=CC(=C(N)C=C2Cl)F 4-(Benzo[c][1,2,5]oxadiazol-5-yl)-5-chloro-2-fluoroaniline